ethyl 1-(4-((3-cyano-1H-pyrrol-1-yl)methyl)benzyl)-1H-pyrazole-4-carboxylate C(#N)C1=CN(C=C1)CC1=CC=C(CN2N=CC(=C2)C(=O)OCC)C=C1